[C@@H]12CN(C[C@H]2C1)C1=CC=C(CN2N=CC3=C(C=CC(=C23)C(=O)NC2CC3(CCC3)C2)Cl)C=C1 (Sa)-6-(1-(4-((1R,5S)-3-Azabicyclo[3.1.0]hexan-3-yl)benzyl)-4-chloro-1H-indazol-7-carboxamido)spiro[3.3]heptan